6-chloro-3-methylcinnoline ClC=1C=C2C=C(N=NC2=CC1)C